C(CCC)[Si]1(O[Si](O[Si](O[Si](O[Si](O1)(CC=C)CCCC)(CC=C)CCCC)(CC=C)CCCC)(CC=C)CCCC)CC=C pentabutyl-pentaallylcyclopentasiloxane